ethyl (E)-3-(2-amino-5-bromo-6-phenylpyridin-3-yl)acrylate NC1=NC(=C(C=C1/C=C/C(=O)OCC)Br)C1=CC=CC=C1